OC1=C(C=C(C=C1)CC(=O)C(C(=O)[O-])CCCCN)[N+](=O)[O-] 4-hydroxy-3-nitrophenylacetyl-epsilon-aminocaproic acid anion